C(=O)O.O=C1NC(CCC1N1C(C2=CC=CC(=C2C1=O)NCC(=O)NCC(=O)NC)=O)=O 2-(2-((2-(2,6-dioxopiperidin-3-yl)-1,3-dioxoisoindol-4-yl)amino)acetamido)-N-methylacetamide formate